COC(C1=CC(=C(C(=C1)NC[C@H]1OCC1)[N+](=O)[O-])F)=O 3-fluoro-4-nitro-5-[[(2S)-oxetan-2-ylmethyl]amino]benzoic acid methyl ester